O=C1NC(CCC1NC1=CC=C(C=C1)CCCN(C(OC(C)(C)C)=O)C)=O tert-butyl N-[3-[4-[(2,6-dioxo-3-piperidyl)amino]phenyl]propyl]-N-methyl-carbamate